BrC1=C(C=C2C(=NC(=NC2=C1F)Cl)O[C@H]1[C@H](N(CC1)C(=O)OC(C)(C)C)C)C(F)(F)F tert-butyl (2R,3R)-3-((7-bromo-2-chloro-8-fluoro-6-(trifluoromethyl)quinazolin-4-yl)oxy)-2-methylpyrrolidine-1-carboxylate